ethyl 6-O-benzyl-2,3-di-[(R)-3-decanoyloxytetradecanoylamino]-2,3-dideoxy-β-D-allopyranoside C(C1=CC=CC=C1)OC[C@@H]1[C@H]([C@H]([C@H]([C@H](OCC)O1)NC(C[C@@H](CCCCCCCCCCC)OC(CCCCCCCCC)=O)=O)NC(C[C@@H](CCCCCCCCCCC)OC(CCCCCCCCC)=O)=O)O